COC=1C(=CC(=NC1)C(=O)O)C(F)(F)F 5-methoxy-4-(trifluoromethyl)picolinic acid